CNS(=O)(=O)N1CCC(CC1)(C)C#CC=1C=NC=C(C1)[C@](C1=CC=C(C=C1)C(C)C)(O)C1(CN(C1)C)C 4-{5-[(R)-(1,3-Dimethyl-azetidin-3-yl)-hydroxy-(4-isopropyl-phenyl)-methyl]-pyridin-3-ylethynyl}-4-methyl-piperidine-1-sulfonic acid methylamide